tert-butyl (S,Z)-8-((tert-butylsulfinyl)imino)-1,2,3,8-tetrahydro-6H-spiro[cyclopenta[d]pyrrolo[1,2-b]pyrazole-7,4'-piperidine]-1'-carboxylate C(C)(C)(C)[S@](=O)\N=C\1/C=2N(N=C3C2CCC3)CC13CCN(CC3)C(=O)OC(C)(C)C